C(C1=CC=CC=C1)OC(=O)NC(C(=O)NCC=1C=C(OCCC2CN(CCC2)C(CCC(=O)OCC)=O)C=C(C1C)C)C=1C=NN(C1)C Ethyl 4-(3-(2-(3-((2-(((benzyloxy) carbonyl) amino)-2-(1-methyl-1H-pyrazol-4-yl) acetamido) methyl)-4,5-dimethylphenoxy) ethyl) piperidin-1-yl)-4-oxobutanoate